3-[p-(4-aminomethylcyclohexylcarbonyl)phenyl]propionate NCC1CCC(CC1)C(=O)C1=CC=C(C=C1)CCC(=O)[O-]